(3S,4S)-1-Cyclopentyl-4-{[5-(2,4-difluoro-phenyl)-isoxazole-3-carbonyl]-amino}-piperidine-3-carboxylic acid [(1S)-1-(2H-pyrazol-3-yl)-ethyl]-amide N=1NC(=CC1)[C@H](C)NC(=O)[C@H]1CN(CC[C@@H]1NC(=O)C1=NOC(=C1)C1=C(C=C(C=C1)F)F)C1CCCC1